FC1=CC=C(S1)CC[C@@]1(CN(CC1)C(C)(C)C=1C=NC(=CC1)C)CNS(=O)(=O)NC1=CC=C(C=C1)C |o1:8| (R or S)-((3-(2-(5-fluorothiophen-2-yl)ethyl)-1-(2-(6-methylpyridin-3-yl)propan-2-yl)pyrrolidin-3-yl)methyl)sulfamoyl-4-methylphenyl-amine